Octyl 5-ethyl-8-(2-((3-heptyldecanoyl)oxy)ethyl)-14-hexyl-12-oxo-1-phenyl-2,11,13-trioxa-5,8-diazaoctadecane-18-oate C(C)N(CCOCC1=CC=CC=C1)CCN(CCOC(OC(CCCC(=O)OCCCCCCCC)CCCCCC)=O)CCOC(CC(CCCCCCC)CCCCCCC)=O